1-[(5-fluoropyrimidin-2-yl)methyl]-6-[3-(trifluoromethyl)phenyl]-3H-imidazo[4,5-b]pyridin-2-one FC=1C=NC(=NC1)CN1C(NC2=NC=C(C=C21)C2=CC(=CC=C2)C(F)(F)F)=O